ClC=1C(=C2C=NNC2=C(C1F)C(C)NC(C(F)(F)F)=O)C1=CC=2N(C=C1)N=C(C2)NC(=O)[C@H]2[C@H](C2)F (1S,2S)-N-(5-(5-chloro-6-fluoro-7-(1-(2,2,2-trifluoroacetylamino)ethyl)-1H-indazol-4-yl)pyrazolo[1,5-a]pyridin-2-yl)-2-fluorocyclopropane-1-carboxamide